(1r,4r)-N1-(2-Methoxyethyl)-N4-(5-methyl-4-(6-phenylimidazo[1,2-a]pyridin-3-yl)pyrimidin-2-yl)cyclohexane-1,4-diamine COCCNC1CCC(CC1)NC1=NC=C(C(=N1)C1=CN=C2N1C=C(C=C2)C2=CC=CC=C2)C